O=CC(C)=O 1-oxopropan-2-one